ClC1=C(C=NN1C1CCS(CC1)(=NCC)=O)NC1=NC=C(C(=N1)OCC1CCC(CC1)O)C(F)(F)F (1s,4s)-4-(5-chloro-4-((4-((4-hydroxycyclohexyl)methoxy)-5-(trifluoromethyl)pyrimidin-2-yl)amino)-1H-pyrazol-1-yl)-1-(ethylimino)hexahydro-1λ6-thiopyran 1-oxide